Cl[Rh](C1(C(=C(C(=C1C)C)C)C)C)Cl dichloro-pentamethyl-cyclopentadienyl-rhodium